2-(4-((4-(3-chloro-4-(trifluoromethyl)phenyl)-5-oxo-4,5-dihydro-1H-1,2,4-triazol-1-yl)methyl)-2,6-dimethylphenoxy)-2-methylpropanoic acid ClC=1C=C(C=CC1C(F)(F)F)N1C=NN(C1=O)CC1=CC(=C(OC(C(=O)O)(C)C)C(=C1)C)C